Azulene-4-ol C1=CC=C2C(=CC=CC=C12)O